6-[[5-[4-[[(2R)-1-ethylazetidin-2-yl]methoxy]-2-methyl-pyrazol-3-yl]pyrazolo[1,5-a]pyridin-2-yl]amino]-2,4-dimethyl-pyridazin-3-one C(C)N1[C@H](CC1)COC1=C(N(N=C1)C)C1=CC=2N(C=C1)N=C(C2)NC=2C=C(C(N(N2)C)=O)C